Cl.FC(C1=NC=CC(=C1)C1=C2COC(C2=CC=C1)CN)(F)F (4-(2-(trifluoromethyl)pyridin-4-yl)-1,3-dihydroisobenzofuran-1-yl)methanamine hydrochloride